N-(8'-(3-fluoroazetidin-1-yl)-4'H-spiro[cyclopropane-1,5'-naphtho[2,1-d]isoxazol]-3'-yl)-2,6-dimethoxy-4-(morpholine-4-carbonyl)benzenesulfonamide FC1CN(C1)C1=CC=C2C3(CC=4C(=NOC4C2=C1)NS(=O)(=O)C1=C(C=C(C=C1OC)C(=O)N1CCOCC1)OC)CC3